2-isocyanato-ethyl-2,6-diisocyanato-hexanoate N(=C=O)CCOC(C(CCCCN=C=O)N=C=O)=O